tert-Butyl N-[(1r,4r)-4-{[5-(1,2,3-benzotriazole-1-carbonyl)-2-(methylsulfanyl)pyrimidin-4-yl]amino}cyclohexyl]carbamate N1(N=NC2=C1C=CC=C2)C(=O)C=2C(=NC(=NC2)SC)NC2CCC(CC2)NC(OC(C)(C)C)=O